1-{4-[4-(5-Nitrofuran-2-carbonyl)piperazin-1-yl]phenyl}ethan-1-one [N+](=O)([O-])C1=CC=C(O1)C(=O)N1CCN(CC1)C1=CC=C(C=C1)C(C)=O